C(C)(C)(C)OC(=O)NCCCCCN N-tert-butoxycarbonyl-1,5-pentanediamine